C1(=CC=CC=C1)P([O-])=O.[Al+3].C1(=CC=CC=C1)P([O-])=O.C1(=CC=CC=C1)P([O-])=O aluminum phenylphosphinate salt